4-[1-(4-amino-3-methyl-1H-pyrazolo[3,4-d]pyrimidin-1-yl)ethyl]-6-chloro-3-ethoxy-2-[1-(isopropylsulfonyl)azetidin-3-yl]benzonitrile NC1=C2C(=NC=N1)N(N=C2C)C(C)C2=C(C(=C(C#N)C(=C2)Cl)C2CN(C2)S(=O)(=O)C(C)C)OCC